CC1CNC(CO1)C 2,5-Dimethylmorpholine